(2,4-dibutoxyphenyl)-1,3,5-triazine C(CCC)OC1=C(C=CC(=C1)OCCCC)C1=NC=NC=N1